BrC=1C(=C(OC[C@H]2OC2)C=CC1)F (S)-2-((3-bromo-2-fluorophenoxy)methyl)oxirane